salicylic acid methylester COC(C=1C(O)=CC=CC1)=O